1-Methyl-4-((2-methoxypyrimidin-6-yl)amino)-7-chloro-N-(4-methoxybenzenesulfonyl)-indole-2-carboxamide CN1C(=CC2=C(C=CC(=C12)Cl)NC1=CC=NC(=N1)OC)C(=O)NS(=O)(=O)C1=CC=C(C=C1)OC